FC1=CC=C(C=C1)C1=CC=C(C=C1)C(C)(C)NC(=O)NC1(CN2CCC(C1)CC2)C 1-(2-(4'-fluoro-[1,1'-biphenyl]-4-yl)propan-2-yl)-3-(3-methyl-1-azabicyclo[3.2.2]non-3-yl)urea